O=C1NC(CCC1N1C(C2=CC=CC(=C2C1)SCCN1CCN(CC1)C1CCN(CC1)C1=NC=C(C(=O)N2CCC(CC2)CCCCNC(\C=C\C=2C=NC=CC2)=O)C=C1)=O)=O (E)-N-(4-(1-(6-(4-(4-(2-((2-(2,6-dioxopiperidin-3-yl)-1-oxoisoindolin-4-yl)thio)ethyl)piperazin-1-yl)piperidin-1-yl)nicotinoyl)piperidin-4-yl)butyl)-3-(pyridin-3-yl)acrylamide